C1(CCCCC1)NCCCCCCCSC1=C2CN(C(C2=CC(=C1)F)=O)C1CNCCC1 3-(4-((7-(cyclohexylamino)heptyl)thio)-6-fluoro-1-oxoisoindolin-2-yl)piperidine